ClC1=CC=C(C=C1)N1N=C(C2=CC=CC=C2C1=O)C=1C=C(C=CC1)C(C(=O)N)(C)C 2-(3-(3-(4-Chlorophenyl)-4-oxo-3,4-dihydrophthalazin-1-yl)phenyl)-2-methylpropanamide